C[N+](C)(C)C trimethylmethan-ylammonium